cis-Ethyl-8-((3,4-difluorophenyl)carbamoyl)-7-methyl-3a,4,10,10a-tetrahydro-1H,7H-dipyrrolo[3,4-b:3',4'-f][1,4,5]oxathiazocin-2(3H)-carboxylat-5,5-dioxid C(C)C1N(CC2NS(C=3C(OCC21)=C(N(C3)C)C(NC3=CC(=C(C=C3)F)F)=O)(=O)=O)C(=O)[O-]